amino-6-chloro-4-(trifluoromethyl)pyridineamide NC=1C(=NC(=CC1C(F)(F)F)Cl)C(=O)N